N1=C(N=CC2=CC=CC=C12)NC(=O)N quinazolinylurea